C1(CC1)C(C1=CC(=NN1CCO)I)O 2-(5-(cyclopropyl(hydroxy)methyl)-3-iodo-1H-pyrazol-1-yl)ethan-1-ol